ICCCCCCC(C(=O)O)(C(=O)O)C.[N+](=O)([O-])C1=CC=C(C=C1)S(=O)(=O)NC1=CC=C(C=C1)/N=C/C=1C(=C2C=CC(OC2=CC1)(C)C)O (E)-4-nitro-N-(4-(((5-hydroxy-2,2-dimethyl-2H-chromen-6-yl)methylene)amino)phenyl)benzenesulfonamide 2-(6-Iodohexyl)-2-methylmalonate